N-Ethyl-ethanolamin C(C)NCCO